C1(C=CCC1)C(=O)[O-] cyclopent-2-en-1-carboxylate